(R)-alpha-difluoromethyl-allyl-glycine benzyl ester C(C1=CC=CC=C1)OC([C@@H](NCC=C)C(F)F)=O